(R)-1-(2-methyl-3-(difluoromethyl)fluorophenyl)ethane-1-amine CC1=C(C=CC(=C1C(F)F)F)[C@@H](C)N